N[C@H]1CN(CC[C@H]1C)C(=O)OC(C)(C)C tert-butyl (3R,4R)-3-amino-4-methyl-piperidine-1-carboxylate